C(C)C=1C(NC2=C(C(=CC=C2N1)CO)C)=O 3-ethyl-7-(hydroxymethyl)-8-methyl-1H-quinoxalin-2-one